4-[(acetoxyl)methyl]-1,3-dioxan-2-one O(C(=O)C)CC1OC(OCC1)=O